3-Ethyl-3-(chloromethyl)oxetane C(C)C1(COC1)CCl